BrC1=CC=C(C=C1)CSCC(=O)C1=CC=C(C(=O)O)C=C1 4-[2-[(4-Bromophenyl)methylsulfanyl]acetyl]benzoic acid